(-)-carbanilic acid C(NC1=CC=CC=C1)(O)=O